ClC(OC1=CC=C(C=C1)NC(C1=CN=C(C(=C1)C1=CC=NN1)N1CCC(CC1)N(C)CC=1C=C2C(N(C(C2=CC1)=O)C1C(NC(CC1)=O)=O)=O)=O)(F)F N-(4-(chlorodifluoromethoxy)phenyl)-6-(4-(((2-(2,6-dioxopiperidin-3-yl)-1,3-dioxoisoindolin-5-yl)methyl)(methyl)amino)piperidin-1-yl)-5-(1H-pyrazol-5-yl)nicotinamide